COCCOC(=O)OCOP(=O)(OCOC(=O)OCCOC)C(C=1C=CC2=C(C=C(S2)C(=O)OCC2=CC=CC=C2)C1)(F)F benzyl 5-{[bis({[(2-methoxyethoxy) carbonyl] oxy} methoxy) phosphoryl] difluoromethyl}-1-benzothiophene-2-carboxylate